BrC=1C=C(C=CC1F)CNCC(OC)OC N-[(3-bromo-4-fluoro-phenyl)methyl]-2,2-dimethoxy-ethylamine